C1(CC1)[C@]1(C(NC(N1)=O)=O)CCC(=O)N1CC2=CC=C(C=C2C1)C(F)F (s)-5-cyclopropyl-5-(3-(5-(difluoromethyl)isoindolin-2-yl)-3-oxopropyl)imidazolidine-2,4-dione